C(C1=CC=CC=C1)N(C(CN1N=C(C=CC1=O)C1=CC=C(C=C1)Cl)=O)C N-benzyl-2-(3-(4-chlorophenyl)-6-oxopyridazin-1(6H)-yl)-N-methylacetamide